5-{2-chloro-5h,6h,7h,8h-pyrido[3,4-d]pyrimidine-7-carbonyl}-6-methyl-N-(1-methylcyclopropyl)furo[2,3-d]pyrimidin-4-amine ClC=1N=CC2=C(N1)CN(CC2)C(=O)C2=C(OC=1N=CN=C(C12)NC1(CC1)C)C